N-acryloyl-glycin amide C(C=C)(=O)NC(CN)=O